C(C)OC(=O)C1CN(CCC1)C(=O)C=1C(N(C(N(N1)C1=CC=C(C=C1)NC(C)=O)=O)CC1=CC=CC=C1)=O 1-(2-(4-acetamidophenyl)-4-benzyl-3,5-dioxo-2,3,4,5-tetrahydro-1,2,4-triazine-6-carbonyl)piperidine-3-carboxylic acid ethyl ester